(4,7-diphenyl)-1,10-phenanthroline C1(=CC=CC=C1)C1=CC=NC2=C3N=CC=C(C3=CC=C12)C1=CC=CC=C1